BrC=1N=C2N(N1)C(CC2F)C=2C=NN(C2)C 2-bromo-7-fluoro-5-(1-methyl-1H-pyrazol-4-yl)-6,7-dihydro-5H-pyrrolo[1,2-b][1,2,4]triazole